sodium salicylic acid C(C=1C(O)=CC=CC1)(=O)O.[Na]